5-(3,5-difluoroanilino)-N-(2,2-dimethylcyclobutyl)-1H-pyrrolo[2,3-c]pyridine-7-carboxamide FC=1C=C(NC=2C=C3C(=C(N2)C(=O)NC2C(CC2)(C)C)NC=C3)C=C(C1)F